Tert-butyl-di-(isopropyl)phosphine C(C)(C)(C)P(C(C)C)C(C)C